4-(N-3-hexylamino)benzoic acid CCC(CCC)NC1=CC=C(C(=O)O)C=C1